Ethyl (2S)-2-[[(2S)-2-amino-4-[5-[bis(2-chloroethyl)amino]-1-methyl-benzimidazol-2-yl]butanoyl]amino]-3-(4-fluorophenyl)propanoate N[C@H](C(=O)N[C@H](C(=O)OCC)CC1=CC=C(C=C1)F)CCC1=NC2=C(N1C)C=CC(=C2)N(CCCl)CCCl